6-((5-(4-(trifluoromethyl)phenyl)oxazol-2-yl)amino)pyridin-3-ol FC(C1=CC=C(C=C1)C1=CN=C(O1)NC1=CC=C(C=N1)O)(F)F